C(C)C1=CC=C(C(=N1)OC)N 6-ethyl-2-methoxypyridin-3-amine